C(C)OC(=O)C1=C(C=CCC1(C)C)C 2,6,6-trimethylcyclohexa-1,3-diene-1-carboxylic acid ethyl ester